OC=1C=C(OC=2C=C(C(C#N)=CC2)C#N)C=CC1 4-(3-hydroxyphenoxy)phthalonitrile